(2S,3S,4R,5R)-5-(6-(((4-bromopyridin-2-yl)methyl)amino)-2-(5-chloropyridin-3-yl)-9H-purin-9-yl)-3,4-dihydroxyl-N-(methyl-d3)-tetrahydrofuran-2-carboxamide BrC1=CC(=NC=C1)CNC1=C2N=CN(C2=NC(=N1)C=1C=NC=C(C1)Cl)[C@H]1[C@@H]([C@@H]([C@H](O1)C(=O)NC([2H])([2H])[2H])O)O